(5R)-5-[4-(5-{[(1R)-1-(2,4-dichlorophenyl)ethyl]amino}-3-methyl-4-oxopyrido[2,3-d]pyrimidin-7-yl)piperazine-1-carbonyl]pyrrolidin-2-one ClC1=C(C=CC(=C1)Cl)[C@@H](C)NC1=CC(=NC=2N=CN(C(C21)=O)C)N2CCN(CC2)C(=O)[C@H]2CCC(N2)=O